L-histidine-18O2 N[C@@H](CC1=CNC=N1)C(=[18O])[18OH]